C(C1=CC=CC=C1)OC1=NC(=CC=C1C1=CC2=CN(N=C2C=C1)C1CCC(CC1)C(=O)OC)OCC1=CC=CC=C1 Methyl (1r,4r)-4-{5-[2,6-bis(benzyloxy)pyridin-3-yl]-2H-indazol-2-yl}cyclohexane-1-carboxylate